C(C)(=O)N1CCN(CC1)C=1C=CC(=NC1)NC(CC=1C=C(C(=NC1)C1=CC(=NC=C1)F)C)=O N-[5-(4-Acetyl-1-piperazinyl)-2-pyridinyl]-2'-fluoro-3-methyl[2,4'-bipyridine]-5-acetamide